FC1=C(C=CC(=C1)C1=CC=NN1C)N1C(=NC(=C1)C1=NC(=NC=C1C(F)(F)F)NC1CCN(CC1)S(=O)(=O)C)C 4-(1-(2-fluoro-4-(1-methyl-1H-pyrazol-5-yl)phenyl)-2-methyl-1H-imidazol-4-yl)-N-(1-(methylsulfonyl)piperidin-4-yl)-5-(trifluoromethyl)pyrimidin-2-amine